C(OC[C@]12CNC[C@H](CC1)N2C(=O)OC(C)(C)C)([2H])([2H])[2H] tert-butyl (1R,5S)-1-((methoxy-d3)methyl)-3,8-diazabicyclo[3.2.1]octane-8-carboxylate